(2S,4R)-4-((tert-butyldimethylsilyl)oxy)-1-(2-(3-hydroxyisoxazol-5-yl)-3-methylbutanoyl)-N-((S)-1-(4-(4-methylthiazol-5-yl)phenyl)ethyl)pyrrolidine-2-carboxamide [Si](C)(C)(C(C)(C)C)O[C@@H]1C[C@H](N(C1)C(C(C(C)C)C1=CC(=NO1)O)=O)C(=O)N[C@@H](C)C1=CC=C(C=C1)C1=C(N=CS1)C